1-(8-(1-((1-(3-((4-((5-chloropyrimidin-2-yl)amino)piperidin-1-yl)sulfonyl)phenyl)-piperidin-4-yl)methyl)piperidin-4-yl)imidazo[1,2-a]pyridin-3-yl)dihydropyrimidine-2,4(1H,3H)-dione ClC=1C=NC(=NC1)NC1CCN(CC1)S(=O)(=O)C=1C=C(C=CC1)N1CCC(CC1)CN1CCC(CC1)C=1C=2N(C=CC1)C(=CN2)N2C(NC(CC2)=O)=O